(6-(4-((4-(1H-pyrazol-4-yl)phenyl)amino)pyrimidin-2-yl)-1H-indol-2-yl)(1,1-dioxidothiomorpholino)methanone N1N=CC(=C1)C1=CC=C(C=C1)NC1=NC(=NC=C1)C1=CC=C2C=C(NC2=C1)C(=O)N1CCS(CC1)(=O)=O